C1CCC2=C(C=3CCCC3C=C12)NC(=O)NS(=O)(=N)C=1OC=C(C1)CN1CC2(C1)CC(C2)O 1-(1,2,3,5,6,7-hexahydro-s-indacen-4-yl)-3-[[4-([6-hydroxy-2-azaspiro[3.3]heptan-2-yl]methyl)furan-2-yl](imino)oxo-lambda6-sulfanyl]urea